NC1C(CCC=2C(=CN=CC12)Br)CO (8-amino-4-bromo-5,6,7,8-tetrahydroisoquinolin-7-yl)methanol